C(CCC)(N)N.C(\C=C\C1=CC(OC)=C(O)C=C1)(=O)O ferulic acid-butanediamine salt